FC(OC1=CC2=C(N=C(O2)C=2C(=C(C=CC2)C2=C(C(=CC=C2)NC=2N=CC=C3C=C(C=NC23)CN2CC(C2)O)C)C)C=C1CN1[C@@H](CCC1)C(=O)O)F ((6-(difluoromethoxy)-2-(3'-((3-((3-hydroxyazetidin-1-yl)methyl)-1,7-naphthyridin-8-yl)amino)-2,2'-dimethyl-[1,1'-biphenyl]-3-yl)benzo[d]oxazol-5-yl)methyl)proline